COC=1C=C(C=CC1)C1=CC(=NN1CC1CCOCC1)COC(C(=O)O)(C)C 2-([5-(3-Methoxyphenyl)-1-([oxan-4-yl]methyl)-1H-pyrazol-3-yl]methoxy)-2-methylpropanoic acid